N,N-diethyl-2-oxo-2-(p-chlorophenyl)acetamide C(C)N(C(C(C1=CC=C(C=C1)Cl)=O)=O)CC